CC1CC2=C(C3=CC=CC=C3N=C2CC1)C(=O)O 2-methyl-1,2,3,4-tetrahydroacridine-9-carboxylic acid